CN1CCN(CC1)C1=CC=C(C=C1)NC=1N=CC=2S(N(C3=C(C2N1)C=CC(=C3)C(C)(C)O)CCC)(=O)=O 2-(2-{[4-(4-methylpiperazin-1-yl)phenyl]amino}-5,5-dioxido-6-propyl-6H-pyrimido[5,4-c][2,1]benzothiazin-8-yl)propan-2-ol